tert-butyl 4-((1-(2,6-bis(benzyloxy)pyridin-3-yl)-3-methyl-2-oxo-2,3-dihydro-1H-benzo[d]imidazol-4-yl)oxy)piperidine-1-carboxylate C(C1=CC=CC=C1)OC1=NC(=CC=C1N1C(N(C2=C1C=CC=C2OC2CCN(CC2)C(=O)OC(C)(C)C)C)=O)OCC2=CC=CC=C2